COC([C@H](C)NP(OC[C@@H]1O[C@@H]([C@@H]([C@H]1O)F)N1C(NC(C(=C1)C)=O)=O)(OC1=CC=CC=C1)=O)OC ((2S,3S,4R,5S)-4-Fluoro-3-hydroxy-5-(5-methyl-2,4-dioxo-3,4-dihydropyrimidin-1(2H)-yl)tetrahydrofuran-2-yl)methyl phenyl ((S)-1,1-dimethoxypropan-2-yl)phosphoramidate